methyl secbutyl ketone C(C)(CC)C(=O)C